CNS(=O)(=O)Cl N-methyl-sulfamoyl chloride